tert-butyl-4-[7-[[(1R)-1-[3-(difluoromethyl)-2-fluoro-phenyl]ethyl]carbamoyl]-1H-indazol-5-yl]piperazine-1-carboxylate C(C)(C)(C)OC(=O)N1CCN(CC1)C=1C=C2C=NNC2=C(C1)C(N[C@H](C)C1=C(C(=CC=C1)C(F)F)F)=O